3,5-dihydro-1H-pyrido[4,3-b]indole-4-carboxylic acid C1NCC(C=2NC=3C=CC=CC3C21)C(=O)O